N,N-dimethylcarbamic acid [5-[[3-fluoro-2-(methylsulfinylamino)-4-pyridinyl] methyl]-4-methyl-3-pyridinyl] ester FC=1C(=NC=CC1CC=1C(=C(C=NC1)OC(N(C)C)=O)C)NS(=O)C